FC(C1=CC=C2C(=CC=NC2=C1)C(=O)O)(F)F 7-(trifluoromethyl)-quinoline-4-carboxylic acid